5-(benzyloxy)-N-[(6-hydroxypyridin-2-yl)methyl]-2-methyl-2H-indazole-3-carboxamide C(C1=CC=CC=C1)OC1=CC2=C(N(N=C2C=C1)C)C(=O)NCC1=NC(=CC=C1)O